tert-butyl N-[3-(3-methoxy-4-nitro-pyrazol-1-yl) propyl]carbamate COC1=NN(C=C1[N+](=O)[O-])CCCNC(OC(C)(C)C)=O